C(=O)[O-].CN(C)[N+]1=CC=CC(=C1)C=O (dimethylamino)-5-formylpyridinium formate